C(CCCC)C1=CC=C(C=C1)OC(C1=CC=C(C=C1)CCOC(C=C)=O)=O 4-(2-acryloyloxyethyl)benzoic acid (4-pentylphenyl) ester